2-{4-[(Carboxymethyl)(methyl)amino]-5H,6H,7H-cyclopenta[d]pyrimidin-2-yl}pyridin-1-ium chloride [Cl-].C(=O)(O)CN(C=1C2=C(N=C(N1)C1=[NH+]C=CC=C1)CCC2)C